Trans-ethylene C=C